(phenylmethyl)-imidazo[1,2-a]pyrido[4,3-d]pyrimidin-5(3H)-one C1(=CC=CC=C1)CC1=NC=2N(C(C3=C(N2)C=CN=C3)=O)C1